2-iodo-2-butene IC(C)=CC